[N-](S(=O)(=O)C(F)(F)F)S(=O)(=O)C(F)(F)F.C(CC)[N+]1(CCCCC1)CCCC 1-propyl-1-butylpiperidinium bis(trifluoromethanesulfonyl)imide salt